9,9',9''-(2-(4,6-dichloro-1,3,5-triazin-2-yl)benzene-1,3,5-triyl)tris(9H-carbazole) ClC1=NC(=NC(=N1)Cl)C1=C(C=C(C=C1N1C2=CC=CC=C2C=2C=CC=CC12)N1C2=CC=CC=C2C=2C=CC=CC12)N1C2=CC=CC=C2C=2C=CC=CC12